(S or R)-2-chloro-N,N-dimethyl-4-(2-(6-(2-phenylpropan-2-ylsulfonyl)-6-azaspiro[2.5]octan-1-yl)ethoxy)benzamide ClC1=C(C(=O)N(C)C)C=CC(=C1)OCC[C@@H]1CC12CCN(CC2)S(=O)(=O)C(C)(C)C2=CC=CC=C2 |o1:15|